ClC1=C(C(=O)N2CSC3=C(C2)C=CC=C3C3=CC(=C(C(=O)O)C=C3)N3CCOCC3)C(=CC(=C1)C=1C=NN(C1)C)Cl 4-[3-[2,6-Dichloro-4-(1-methylpyrazol-4-yl)benzoyl]-2,4-dihydro-1,3-benzothiazin-8-yl]-2-morpholin-4-ylbenzoic acid